OCC1=C(COC=2C=CC3=C(C(=C(O3)C)C(=O)NC3CCN(CC3)C)C2)C=CC=C1 5-((2-(hydroxymethyl)benzyl)oxy)-2-methyl-N-(1-methylpiperidin-4-yl)benzofuran-3-carboxamide